C(C1=CC=CC=C1)O[C@@H](C=O)[C@@H](OCC1=CC=CC=C1)[C@H](OCC1=CC=CC=C1)CO 2,3,4-tri-O-benzyl-D-xylose